tert-butyl 4-(4-(3-(2-(2-(benzyloxy)ethoxy)ethoxy)propoxy)phenyl)-5,6-dihydropyridine-1(2H)-carboxylate C(C1=CC=CC=C1)OCCOCCOCCCOC1=CC=C(C=C1)C1=CCN(CC1)C(=O)OC(C)(C)C